ClC1=CN=C2C(=N1)N(N=C2C(=O)OCC)[C@H](C)C2=C(C=C(C=C2)Cl)Cl ethyl (R)-6-chloro-1-(1-(2,4-dichlorophenyl) ethyl)-1H-pyrazolo[3,4-b]pyrazine-3-carboxylate